C(C)(C)(C)OC(=O)N1[C@@H]2C[C@H]([C@H](C1=O)C2)C2=CC=C(C=C2)Br (1R,4R,5R)-5-(4-bromophenyl)-3-oxo-2-azabicyclo[2.2.1]Heptane-2-carboxylic acid tert-butyl ester